N,N'-dimethyl-N,N'-diallylethane-1,2-Diamine CN(CCN(CC=C)C)CC=C